1-(4-(azetidin-3-ylmethyl)-2,6-difluorophenyl)-2-(2,2-difluoropropyl)-3-methyl-2,3,4,9-tetrahydro-1H-pyrido[3,4-b]indole-7-carboxylic acid methyl ester COC(=O)C1=CC=C2C3=C(NC2=C1)C(N(C(C3)C)CC(C)(F)F)C3=C(C=C(C=C3F)CC3CNC3)F